COC(CC1=CN(C2=CC=CC=C12)C(=O)OC)=O 1-Methoxycarbonyl-3-Indoleacetic Acid Methyl Ester